F[P-](F)(F)(F)(F)F.C(CCCCCCC)[N+]1=CC=C(C=C1)C 1-octyl-4-Methylpyridinium hexafluorophosphate